COC(=O)C1N(CC(N(C1)CC1=CC=C(C=C1)OC)CC#N)C1=C(C=NC2=C(C(=NC=C12)Cl)F)[N+](=O)[O-] 1-(7-chloro-8-fluoro-3-nitro-1,6-naphthyridin-4-yl)-5-(cyanomethyl)-4-(4-methoxybenzyl)piperazine-2-carboxylic acid methyl ester